4-(bromodifluoromethyl)-N-(2-(4-chlorophenyl)-2-morpholinoethyl)-2-(pyrimidin-2-yl)thiazole-5-carboxamide (2-(4-benzoylphenoxy)acetamido)methyl-acetate C(C1=CC=CC=C1)(=O)C1=CC=C(OCC(=O)NCOC(C)=O)C=C1.BrC(C=1N=C(SC1C(=O)NCC(N1CCOCC1)C1=CC=C(C=C1)Cl)C1=NC=CC=N1)(F)F